ClC=1C(=C(C=CC1)C1(CC1)N1[C@@H](C[C@@](CC1)(C(=O)O)CC1=NC(=CC=C1F)NC1=NNC(=C1)C)CC)F (2R,4R)-1-(1-(3-chloro-2-fluoro-phenyl)cyclopropyl)-2-ethyl-4-((3-fluoro-6-((5-methyl-1H-pyrazol-3-yl)amino)pyridin-2-yl)methyl)-piperidine-4-carboxylic acid